[NH3]=O ammonia-N-oxide